C(C=C)(=O)N1CCN(CC1)C1=C(C(N(C2=NC(=C(C=C12)Cl)C1=C(C(=C(C(=C1Cl)F)F)N)Cl)C=1C(=NC=CC1C)C(C)C)=O)C#N 4-(4-Acryloylpiperazin-1-yl)-7-(3-amino-2,6-dichloro-4,5-difluorophenyl)-6-chloro-1-(2-isopropyl-4-methylpyridin-3-yl)-2-oxo-1,2-dihydro-1,8-naphthyridine-3-carbonitrile